(3R)-N-(cyclobutylmethyl)-1-(4-(1-(4-(5-methoxypyridin-3-yl)-1H-imidazol-1-yl)ethyl)phenyl)piperidin-3-amine C1(CCC1)CN[C@H]1CN(CCC1)C1=CC=C(C=C1)C(C)N1C=NC(=C1)C=1C=NC=C(C1)OC